ClC1=NN2C(N=CC(=C2[C@H](C)OC)NC(NC=2C=C(C(=NC2)N2N=CC(=C2)NC(C2=CC=C(C=C2)F)=O)C(F)(F)F)=O)=C1 (S)-N-(1-(5-(3-(2-chloro-7-(1-methoxyethyl)pyrazolo[1,5-a]pyrimidin-6-yl)ureido)-3-(trifluoromethyl)pyridin-2-yl)-1H-pyrazol-4-yl)-4-fluorobenzamide